C(C)(=O)C=1C=C(C(=NC1)COC1=NN=C(S1)NC(=O)C=1C=NC(=CC1C1=C(C=CC=C1OC)F)C)F N-(5-((5-acetyl-3-fluoropyridin-2-yl)methoxy)-1,3,4-thiadiazol-2-yl)-4-(2-fluoro-6-methoxyphenyl)-6-methylpyridine-3-carboxamide